C1(=CC=CC=C1)P(C1=C(N(C)C)C=CC=C1)C1=CC=CC=C1 2-(diphenylphosphino)-N,N-dimethylaniline